C(C=C)OC1=C(C=CC=C1)NC(C)=O N-(allyloxyphenyl)acetamide